((2-(((5S,8S,10aR)-2-ethyl-6-oxo-8-(3-(pyridin-3-yl)azetidine-1-carbonyl)decahydro-pyrrolo[1,2-a][1,4]diazocin-5-yl)carbamoyl)benzo[b]thiophen-5-yl)difluoro-methyl)phosphonic acid C(C)N1C[C@@H]2N(C([C@H](CC1)NC(=O)C1=CC3=C(S1)C=CC(=C3)C(F)(F)P(O)(O)=O)=O)[C@@H](CC2)C(=O)N2CC(C2)C=2C=NC=CC2